decamethylenebis(trimethylammonium bromide) C[N+](C)(C)CCCCCCCCCC[N+](C)(C)C.[Br-].[Br-]